2-(difluoromethoxy)-1,1,1,3,3,3-hexafluoro-2-(trifluoromethyl)propane FC(OC(C(F)(F)F)(C(F)(F)F)C(F)(F)F)F